C(C1=CC=CC=C1)N([C@@H](C)C(=O)O)C(C1=CC=CC=C1)=O benzyl-(benzoyl-L-alanine)